benzyl (2S)-4-[7-chloro-8-fluoro-2-[[(2S)-1-methylpyrrolidin-2-yl]methoxy]pyrido[4,3-d]pyrimidin-4-yl]-2-(cyanomethyl)piperazine-1-carboxylate ClC1=C(C=2N=C(N=C(C2C=N1)N1C[C@@H](N(CC1)C(=O)OCC1=CC=CC=C1)CC#N)OC[C@H]1N(CCC1)C)F